3-oxo-3-(tetrahydro-2H-pyran-4-yl)propanenitrile O=C(CC#N)C1CCOCC1